(2-(p-tolyl)-1H-benzo[d]imidazol-5-yl)methylamine C1(=CC=C(C=C1)C1=NC2=C(N1)C=CC(=C2)CN)C